(1R,2S,3R,5R)-3-(4-amino-5-(1-(phenylsulfonyl)-1H-pyrazol-3-yl)-7H-pyrrolo[2,3-d]pyrimidin-7-yl)-5-(((3-(phenethylamino)propyl)amino)methyl)cyclopentane-1,2-diol NC=1C2=C(N=CN1)N(C=C2C2=NN(C=C2)S(=O)(=O)C2=CC=CC=C2)[C@H]2[C@@H]([C@@H]([C@H](C2)CNCCCNCCC2=CC=CC=C2)O)O